(-)-6-(2,2-difluoroethyl)-8-[(1R*,2R*)-2-hydroxy-2-methylcyclopentyl]-2-{[1-(methylsulfonyl)piperidin-4-yl]amino}pyrido[2,3-d]pyrimidin-7(8H)-one FC(CC1=CC2=C(N=C(N=C2)NC2CCN(CC2)S(=O)(=O)C)N(C1=O)[C@H]1[C@](CCC1)(C)O)F |o1:25,26|